(2-bromoethoxy)tetrahydro-2H-pyran BrCCOC1OCCCC1